tert-butyl 2,6-diazaspiro[3.5]nonane-6-carboxylate C1NCC12CN(CCC2)C(=O)OC(C)(C)C